ClC1=C(C=C(C=C1N1CCNCC1)C#N)NC1=NC=2N(C(=N1)NC1CCC1)N=CC2C#N 2-((2-chloro-5-cyano-3-(piperazin-1-yl)phenyl)amino)-4-(cyclobutylamino)pyrazolo[1,5-a][1,3,5]triazine-8-carbonitrile